C1(CCC1)(C(=O)OCC)C(=O)OCC diethyl 1,1-cyclobutanedicarboxylate